1-(5-methoxy-1H-indol-1-yl)-N,N-dimethylbutan-2-amine COC=1C=C2C=CN(C2=CC1)CC(CC)N(C)C